C(C)C(C(=O)[O-])CCCC.[K+].NC=1C2=C(N=CN1)N(C(=C2C2=CC=C(C=C2)C(=O)N2C[C@@H](CCC2)OC)C2=CC=C(C=C2)NC(C(=C)C)=O)C (R)-N-(4-(4-amino-5-(4-(3-methoxypiperidine-1-carbonyl)phenyl)-7-methyl-7H-pyrrolo[2,3-d]pyrimidin-6-yl)phenyl)methacrylamide potassium 2-ethylhexanoate